(Z)-3-Benzylidene-5-bromo-4-chloro-1-((2-(trimethylsilyl)ethoxy)methyl)-1,3-dihydro-2H-pyrrolo[2,3-b]pyridin-2-one C(/C1=CC=CC=C1)=C\1/C(N(C2=NC=C(C(=C21)Cl)Br)COCC[Si](C)(C)C)=O